3-phenyl-1-[2-[3-(propylamino)-2-hydroxypropoxy]phenyl]-1-propanone hydrochloride Cl.C1(=CC=CC=C1)CCC(=O)C1=C(C=CC=C1)OCC(CNCCC)O